BrC1=C(C=C2C(=NC(=NC2=C1F)Cl)N1CC2(CCC(C1)(N2C(=O)OC(C)(C)C)F)F)F Tert-butyl 3-(7-bromo-2-chloro-6,8-difluoroquinazolin-4-yl)-1,5-difluoro-3,8-diazabicyclo[3.2.1]octane-8-carboxylate